COC(N[C@H](C(NC=1C(N(C=CC1)CC1=NC2=C(N1)C=CC=C2CCC(F)(F)F)=O)=O)CC\C=C\C(=O)N)=O Methyl-(S,E)-(7-amino-1,7-dioxo-1-((2-oxo-1-((4-(3,3,3-trifluoropropyl)-1H-benzo[d]imidazol-2-yl)methyl)-1,2-dihydropyridin-3-yl)amino)hept-5-en-2-yl)carbamat